(3R)-3-amino-7-(5-tert-butyl-1,3,4-oxadiazol-2-yl)-1,1-dioxo-5-[[4-(tetrahydropyran-4-ylmethoxy)phenyl]methyl]-2,3-dihydro-1λ6,5-benzothiazepin-4-one N[C@H]1CS(C2=C(N(C1=O)CC1=CC=C(C=C1)OCC1CCOCC1)C=C(C=C2)C=2OC(=NN2)C(C)(C)C)(=O)=O